FC(N1N=C(N=N1)[C@H](N1CCN(CC1)C(=O)C1=NC=CC(=C1)C=1OC2=C(N1)C=C(C=C2)C2=NN(C=C2)C)C2=CC=CC=C2)F |r| (R/S)-(4-((2-(difluoromethyl)-2H-tetrazol-5-yl)(phenyl)methyl)piperazin-1-yl)(4-(5-(1-methyl-1H-pyrazol-3-yl)benzo[d]oxazol-2-yl)pyridin-2-yl)methanone